C(CCCCC\C=C\CCCCCC)(=O)O (E)-7-tetradecenoic acid